CC(C)(C=C)S(=O)(=O)C1(CC1)COCC1=CC=CC=C1 (((1-((2-methylbut-3-en-2-yl)sulfonyl)cyclopropyl)methoxy)methyl)benzene